4-((1H-Pyrrolo[2,3-c]pyridin-4-yl)amino)-N-(4-(4-isobutyrylpiperazin-1-yl)phenyl)-2-oxo-1,2-dihydropyridine-3-carboxamide N1C=CC=2C1=CN=CC2NC2=C(C(NC=C2)=O)C(=O)NC2=CC=C(C=C2)N2CCN(CC2)C(C(C)C)=O